COC1=CC=C(C(=O)C2=CC=C(C=C2)S(=O)(=O)N(CCC)CCC)C=C1 4-(4-methoxybenzoyl)-N,N-dipropylbenzenesulfonamide